COC1=NC=CC(=N1)C(=O)O 2-methoxypyrimidine-4-carboxylic acid